CC1=CC(=NC=N1)C1=CC=2C=NC(=CC2N1)NC(=O)C1CCC1 N-(2-(6-methylpyrimidin-4-yl)-1H-pyrrolo[3,2-c]pyridin-6-yl)cyclobutanecarboxamide